Benzyl 3-(benzyloxy)-7-bromo-2-naphthoate C(C1=CC=CC=C1)OC=1C(=CC2=CC(=CC=C2C1)Br)C(=O)OCC1=CC=CC=C1